3-amino-3-((4-fluorophenoxy)methyl)-2-methoxyisoindolin-1-one NC1(N(C(C2=CC=CC=C12)=O)OC)COC1=CC=C(C=C1)F